C(#N)C1=C(C=CC=C1)[C@H]([C@H](C)C=1N(C(C(=C(N1)C(=O)NC=1C=NOC1)O)=O)C)C=1C(=NN(C1)CC)C 2-((1S,2S)-1-(2-cyanophenyl)-1-(1-ethyl-3-methyl-1H-pyrazol-4-yl)propan-2-yl)-5-hydroxy-N-(isoxazol-4-yl)-1-methyl-6-oxo-1,6-dihydropyrimidine-4-carboxamide